N-(prop-2-yl)-3,6-dihydroimidazo[4,5-d]pyrrolo[2,3-b]pyridine-8-carboxamide CC(C)NC(=O)C1=CNC2=NC=C3C(=C21)N=CN3